N-Isopropyl-indole-3-carboxaldehyde C(C)(C)N1C=C(C2=CC=CC=C12)C=O